methyl 2-[1-(2-hydroxy-1,3-dioxo-benzo[de]isoquinolin-6-yl)-4-piperidyl]acetate ON1C(C2=CC=CC=3C2=C(C1=O)C=CC3N3CCC(CC3)CC(=O)OC)=O